C(C)[C@@]1(C[C@H](CCC1)C1=CC=C(C=C1)C(=O)OC)C(=O)O cis-1-ethyl-3-(4-(methoxycarbonyl)phenyl)cyclohexane-1-carboxylic acid